(5-Methyl-2-oxo-1,3-dioxol-4-yl)methyl 5-[[9-[(2R)-2-[bis[(2-hexoxy-1,1-dimethyl-2-oxo-ethyl)amino]phosphorylmethoxy]propyl]purin-6-yl]amino]-5-oxo-pentanoate C(CCCCC)OC(C(C)(C)NP(=O)(NC(C(OCCCCCC)=O)(C)C)CO[C@@H](CN1C2=NC=NC(=C2N=C1)NC(CCCC(=O)OCC=1OC(OC1C)=O)=O)C)=O